C(C)SC=1C=C(C=C(C1[N+](=O)[O-])C)C1NCCC2=CC(=CC=C12)F (3-(ethylsulfanyl)-5-methyl-4-nitrophenyl)-6-fluoro-1,2,3,4-tetrahydroisoquinoline